FC=1C=C(CN(C(=O)C2(CCN(CC2)C2=NC=C(C(=N2)C2=NC=NN2C)F)C)O)C=C(C1)F N-(3,5-difluorobenzyl)-1-(5-fluoro-4-(1-methyl-1H-1,2,4-triazol-5-yl)pyrimidin-2-yl)-N-hydroxy-4-methylpiperidine-4-carboxamide